C1(=CC=CC=C1)C=1N=NC(=CC1C1=CC=CC=C1)C1=CC=CC=C1 3,4,6-triphenylpyridazine